tert-butyl (2S,4R)-4-((5-fluoro-2-((1-methyl-1H-pyrazol-4-yl) amino)-7-((2-(trimethylsilyl) ethoxy) methyl)-7H-pyrrolo[2,3-d]pyrimidin-4-yl) amino)-2-methylpyrrolidine-1-carboxylate FC1=CN(C=2N=C(N=C(C21)N[C@@H]2C[C@@H](N(C2)C(=O)OC(C)(C)C)C)NC=2C=NN(C2)C)COCC[Si](C)(C)C